(2-hydroxyethyl)pyridin-1-ium OCC[N+]1=CC=CC=C1